IC=1N=NC(=CC1)OCC=1C=NC(=CC1)C(F)(F)F 3-iodo-6-((6-(trifluoromethyl)pyridin-3-yl)methoxy)pyridazine